O[C@H](CO)C1OCCC(C1O)O 2-((R)-1,2-dihydroxyethyl)tetrahydro-2H-pyran-3,4-diol